C1(CC1)COCC1=NN=C(O1)C1=NC=C(C=C1N)S(=O)(=O)C1=CC=C(C=C1)OC(F)(F)F 2-{5-[(cyclopropylmethoxy)methyl]-1,3,4-oxadiazol-2-yl}-5-[4-(trifluoromethoxy)benzene-1-sulfonyl]pyridin-3-amine